C(C)OC(CCCC(=O)NC1=C(C=C(C=C1F)C=1C(=NC=CC1)OC1CCCC1)F)=O 5-[4-[2-(cyclopentyloxy)-3-pyridinyl]-2,6-difluoro-anilino]-5-oxo-pentanoic acid ethyl ester